C(C)N1CCC(CC1)N1N=C(C(=C1)NC1=NC=C(C=N1)C(F)(F)F)C 2-((1-(1-ethylpiperidin-4-yl)-3-methyl-1H-pyrazol-4-yl)amino)-5-(trifluoromethyl)pyrimidin